C1(CCC(N1OC(CCCCCCCCCC)=O)=O)=O undecanoic acid succinimidyl ester